2-[2-(8-Hydroxyquinolin-5-yl)-vinyl]-1,6-dimethylquinolinium trifluoromethanesulfonate FC(S(=O)(=O)[O-])(F)F.OC=1C=CC(=C2C=CC=NC12)C=CC1=[N+](C2=CC=C(C=C2C=C1)C)C